OC1CC(NC1)C(=O)N[C@@H](C)C1=CC=C(C=C1)N1C(=NC=C1)C 4-hydroxy-N-((S)-1-(4-(2-methyl-1H-imidazol-1-yl)phenyl)ethyl)pyrrolidine-2-carboxamide